[1-(2-Fluoro-6-methyl-phenyl)-piperidin-4-yl]-{1-methyl-3-[(3-trifluoromethyl-pyridin-2-ylmethyl)-amino]-1H-pyrazol-4-ylmethyl}-amine FC1=C(C(=CC=C1)C)N1CCC(CC1)NCC=1C(=NN(C1)C)NCC1=NC=CC=C1C(F)(F)F